1-phenylethylimidazole dithioformate C(=S)S.C1(=CC=CC=C1)C(C)C=1NC=CN1